2,6-bis(2-pyrazinyl)pyridine-4-carboxylic acid N1=C(C=NC=C1)C1=NC(=CC(=C1)C(=O)O)C1=NC=CN=C1